4-{[2-chloro-3-(trifluoromethyl)phenyl]methyl}-3-[(4-fluorophenyl)methyl]-4,5-dihydro-1,2,4-oxadiazol-5-one ClC1=C(C=CC=C1C(F)(F)F)CN1C(=NOC1=O)CC1=CC=C(C=C1)F